COC1=CC(=NC2=CC(=CC=C12)C(=O)O)C1=CC=C(C=C1)C(F)(F)F 4-methoxy-2-(4-(trifluoromethyl)phenyl)quinoline-7-carboxylic acid